P(=O)(OC(CCCCC)CC)(OCC(CCCC)CC)[O-] Ethylhexyl mono-2-ethylhexyl phosphate